5-amino-4-(4-((2-(4-(tert-butyl)phenyl)-N-methyl-2-oxoacetamido)-methyl)-1-oxoisoindolin-2-yl)-5-oxopentanoic acid NC(C(CCC(=O)O)N1C(C2=CC=CC(=C2C1)CN(C(C(=O)C1=CC=C(C=C1)C(C)(C)C)=O)C)=O)=O